FC=1CC2(CCNCC2)CCC1C1=C(C2=C(N=CN=C2N)N1C)C1=CC=C(C=C1)OC([2H])([2H])[2H] 6-(8-fluoro-3-azaspiro[5.5]undec-8-en-9-yl)-5-(4-(methoxy-d3)phenyl)-7-methyl-7H-pyrrolo[2,3-d]pyrimidin-4-amine